C1(CCC1)C#C[C@@H](C1(CCCC1)C)NC1=C(C(C1=O)=O)NC1=C(C(=NC=C1)C(=O)N(C)C)O (R)-4-((2-((3-cyclobutyl-1-(1-methylcyclopentyl)prop-2-yn-1-yl)amino)-3,4-dioxocyclobut-1-en-1-yl)amino)-3-hydroxy-N,N-dimethylpicolinamide